tert-butyl 2-(phenylcarbamoyl)thiomorpholine-4-carboxylate 1,1-dioxide C1(=CC=CC=C1)NC(=O)C1CN(CCS1(=O)=O)C(=O)OC(C)(C)C